ClCC(=O)NC1=C(C=CC(=C1)C)C=1OC=CC1 2-chloro-N-(2-(furan-2-yl)-5-methylphenyl)acetamide